3-(4-(4-((5-cyclopropyl-3-(2,6-dichlorophenyl)isoxazol-4-yl)methoxy)piperidin-1-yl)-3-fluorophenyl)-1-methyl-1H-pyrazole-5-carboxylic acid C1(CC1)C1=C(C(=NO1)C1=C(C=CC=C1Cl)Cl)COC1CCN(CC1)C1=C(C=C(C=C1)C1=NN(C(=C1)C(=O)O)C)F